4-Methyl-N-[4-(4-methyl-piperazin-1-yl)-2-trifluoromethyl-phenyl]-3-(4-pyrazin-2-yl-pyrimidin-2-ylamino)-benzamide CC1=C(C=C(C(=O)NC2=C(C=C(C=C2)N2CCN(CC2)C)C(F)(F)F)C=C1)NC1=NC=CC(=N1)C1=NC=CN=C1